1,1'-Carbonyl-di-(1,2,4-triazole) C(=O)(N1N=CN=C1)N1N=CN=C1